CC1=C(N=C(O1)CC(C(=O)O)=C)CCCCCCCC ((5-methyl-4-octyloxazol-2-yl)methyl)acrylic acid